3-phenylpropanaldehyde C1(=CC=CC=C1)CCC=O